ClC1=C2C(=NC=C1C)CCCO2 8-chloro-7-methyl-3,4-dihydro-2H-pyrano[3,2-b]pyridine